C(C)OC(=O)[C@@]12CCC(N2C[C@@H](C1)O)=O.FC1=CC(=C(OC2=NC=C(C=C2C(=O)NC=2C=NC=CC2)C(F)(F)F)C=C1)OC 2-(4-fluoro-2-methoxy-phenoxy)-N-(3-pyridyl)-5-(trifluoromethyl)pyridine-3-carboxamide ethyl-(2R,7aR)-2-hydroxy-5-oxotetrahydro-1H-pyrrolizine-7a(5H)-carboxylate